(3R,4R)-1-(1-((4,5-dimethyl-4H-1,2,4-triazol-3-yl)methyl)-5,6-difluoro-1H-benzo[d]imidazol-2-yl)-4-fluoropiperidin-3-amine CN1C(=NN=C1C)CN1C(=NC2=C1C=C(C(=C2)F)F)N2C[C@H]([C@@H](CC2)F)N